Naphthoxazol N1=COC2=C1C1=CC=CC=C1C=C2